FC=1C=C(C#N)C=CC1N1CC(N(C2(CC(C2)C=2OC(=CN2)C)C1=O)CC1=CC=C(C=C1)C(F)(F)F)=O 3-fluoro-4-((2s,4s)-2-(5-methyloxazol-2-yl)-6,9-dioxo-5-(4-(trifluoromethyl)benzyl)-5,8-diazaspiro[3.5]nonan-8-yl)benzonitrile